[Cl-].CN1C=[N+](C=C1)C(CCC(CCCC(C)C)C)CCCCC(CCCCCCCCCCCCCC)CCCCCCCCCCCCCC 1-methyl-3-(2,6-dimethyl-14-tetradecyloctacosan-9-yl)-1H-imidazol-3-ium chloride